1-(cyclopropylmethyl)-5,6-difluoro-1H-indole-2-carbaldehyde C1(CC1)CN1C(=CC2=CC(=C(C=C12)F)F)C=O